pentanaminium C(CCCC)[NH3+]